C(C)(C)(C)OC(=O)N1CC(CCC1)(C1=CC2=C(NC(O2)=O)C=C1)O.CN1C(OC2=C1C=CC(=C2)C2=CCCN(C2)C(=O)NCCCCC2=CC=CC=C2)=O 5-(3-methyl-2-oxo-1,3-benzoxazol-6-yl)-N-(4-phenylbutyl)-3,6-dihydro-2H-pyridine-1-carboxamide tert-Butyl-3-hydroxy-3-(2-oxo-3H-1,3-benzoxazol-6-yl)piperidine-1-carboxylate